methyl (1S,4R)-4-[[(2R)-2-[(3,5-dichlorobenzoyl)amino]propanoyl] amino]cyclopent-2-ene-1-carboxylate ClC=1C=C(C(=O)N[C@@H](C(=O)N[C@H]2C=C[C@H](C2)C(=O)OC)C)C=C(C1)Cl